C(C)(C)(C)N1N=C(N=C1)C1=CC=C(C=C1)C(=O)N1CCN(CC1)C=1OC=2C(=NC(=CC2)C)N1 [4-(1-tert-Butyl-1,2,4-triazol-3-yl)phenyl]-[4-(5-methyloxazolo[4,5-b]pyridin-2-yl)piperazin-1-yl]methanon